C(C(=C)C)(=O)OC[C@@H](CCCC)CC |r| (±)-2-ethylhexyl methacrylate